COC1CN(C1)C1=CC(=C2C=NC(NC2=C1)=O)C 7-(3-methoxyazetidin-1-yl)-5-methyl-2-oxo-1,2-dihydroquinazolin